(2-cyano-benzyl)-proline C(#N)C1=C(CN2[C@@H](CCC2)C(=O)O)C=CC=C1